C1(CCCC1)C1=C(C2=C(C=3C=NNC3C=C2)CCC1)C1=CC=C(C=C1)N1CCC(CC1)CN1CCN(CC1)C=1C=C2CN(C(C2=CC1)=O)[C@@H]1C(NC(CC1)=O)=O (3S)-3-[5-[4-[[1-[4-(7-cyclopentyl-3,8,9,10-tetrahydrocyclohepta[e]indazol-6-yl)phenyl]-4-piperidyl]methyl]piperazin-1-yl]-1-oxo-isoindolin-2-yl]piperidine-2,6-dione